(4-chlorophenyl)-N-(6H-isochromeno[3,4-c]pyridin-8-yl)propanamide ClC1=CC=C(C=C1)C(C(=O)NC=1C=CC2=C(C1)COC1=CN=CC=C12)C